4-(4-morpholino-2-oxo-3H-benzimidazol-1-yl)cyclohexanecarboxylic acid O1CCN(CC1)C1=CC=CC=2N(C(NC21)=O)C2CCC(CC2)C(=O)O